(1-{5-[(2,6-dichlorophenyl)methoxy]pyrimidin-2-yl}pyrazol-3-yl)methanol ClC1=C(C(=CC=C1)Cl)COC=1C=NC(=NC1)N1N=C(C=C1)CO